3-((3S,4R)-3-methyl-6-(7-(2-(4-(1-oxoisoindolin-2-yl)phenyl)butanoyl)-7H-pyrrolo[2,3-d]pyrimidin-4-yl)-1,6-diazaspiro[3.4]octane-1-yl)-3-oxopropionitrile C[C@H]1CN([C@@]12CN(CC2)C=2C1=C(N=CN2)N(C=C1)C(C(CC)C1=CC=C(C=C1)N1C(C2=CC=CC=C2C1)=O)=O)C(CC#N)=O